CC1=C(OC2=C1C=C(C=C2)S(N(CCC2=CC=CC=C2)CC2=CC=C(C=C2)C(C)C)(=O)=O)C(=O)O 3-methyl-5-(N-(4-isopropylbenzyl)-N-phenethylsulfamoyl)benzofuran-2-carboxylic acid